3-(butylamino)-5-((1S,3S)-3-((2-hydroxyethyl)amino)cyclopentyl)-8-((4-methylpiperazin-1-yl)methyl)pyrimido[4,5-c]isoquinolin-6(5H)-one C(CCC)NC=1N=CC2=C(N(C(C=3C=C(C=CC23)CN2CCN(CC2)C)=O)[C@@H]2C[C@H](CC2)NCCO)N1